3-(((7-(1H-pyrazol-4-yl)-2,3-dihydrofuro[3,2-c]pyridin-4-yl)amino)methyl)-5-fluoro-N-(7-(2-methoxyethyl)-7-azaspiro[3.5]nonan-2-yl)benzamide N1N=CC(=C1)C=1C2=C(C(=NC1)NCC=1C=C(C(=O)NC3CC4(C3)CCN(CC4)CCOC)C=C(C1)F)CCO2